ClC1=CC(=C(C=C1)C1(OC2=C(O1)C=CC=C2C2CCN(CC2)CC2=NC1=C(N2CC=2C=NC=CC2)C=CC=C1)C)F 2-({4-[2-(4-Chloro-2-fluorophenyl)-2-methyl-1,3-benzodioxol-4-yl]piperidin-1-yl}methyl)-1-(pyridin-3-ylmethyl)-1H-benzimidazol